Naphtho-benzothiophene C1=CSC=2C1=CC=C1C2C=CC2=CC=CC=C21